5-[1-(2-Fluoro-6-methyl-phenyl)-piperidin-4-yl]-2-methyl-7-(6-methyl-3-trifluoromethyl-pyridin-2-ylmethyl)-2,4,5,7-tetrahydro-pyrazolo[3,4-d]pyrimidin-6-on FC1=C(C(=CC=C1)C)N1CCC(CC1)N1C(N(C=2C(C1)=CN(N2)C)CC2=NC(=CC=C2C(F)(F)F)C)=O